FC1(OC2=C(O1)C=CC(=C2)C(=O)NC=2C(=NN(C2)C2=CC=C(C=C2)/C=N/N=C/2\SCC(N2C2=C(C=CC=C2)C(C)C)=O)C)F 2,2-difluoro-N-[1-[4-[(E)-[(Z)-[3-(2-isopropylphenyl)-4-oxo-thiazolidin-2-ylidene]hydrazono]methyl]phenyl]-3-methyl-pyrazol-4-yl]-1,3-benzodioxole-5-carboxamide